C(C)C(C(=O)O)CCCC.C(C)C(C(=O)O)CCCC.C(C)C(C(=O)O)CCCC.CN(C)CC1=C(C(=CC(=C1)CN(C)C)CN(C)C)O 2,4,6-tris(dimethylaminomethyl)phenol tris(2-ethylhexanoate) salt